CN1N=CC=C1C(=O)N[C@H](C(=O)NC1=CC=C(C=C1)C1=C(NC(C=C1)=O)C)C(C1=CC=CC=C1)C1=CC=CC=C1 (S)-1-methyl-N-(1-((4-(2-methyl-6-oxo-1,6-dihydropyridin-3-yl)phenyl)amino)-1-oxo-3,3-diphenylpropan-2-yl)-1H-pyrazole-5-carboxamide